(R)-3-chloro-4-fluoro-5-(4-(2-isopropylmorpholino)phenyl)pyridin-2-amine ClC=1C(=NC=C(C1F)C1=CC=C(C=C1)N1C[C@H](OCC1)C(C)C)N